[Y].[Li] lithium-yttrium